ClC=1C(=NC=C(C1)C)OC1CCC2(CN(C2)C(=O)C2CC(C2)(C)O)CC1 (7-((3-Chloro-5-methylpyridin-2-yl)oxy)-2-azaspiro[3.5]nonan-2-yl)((1s,3s)-3-hydroxy-3-methylcyclobutyl)methanon